(2S,4S)-tert-butyl 2-((6-bromopyridin-2-yl) carbamoyl)-4-((dimethylamino) methyl)-4-fluoropyrrolidine-1-carboxylate BrC1=CC=CC(=N1)NC(=O)[C@H]1N(C[C@@](C1)(F)CN(C)C)C(=O)OC(C)(C)C